CN(CCC(=O)O)C1=CC=C2C(=N1)OC(C=C2C2=C(C=CC=C2)C)=O 3-[methyl-[4-(o-tolyl)-2-oxo-pyrano[2,3-b]pyridin-7-yl]amino]propanoic acid